6-Ethyl-5-(2-methylpiperazin-1-yl)-2,3-dihydro-1,4-benzodioxine C(C)C1=C(C2=C(OCCO2)C=C1)N1C(CNCC1)C